5-bromo-1-methyl-1,3-dihydro-2H-benzo[d]imidazol-2-one BrC1=CC2=C(N(C(N2)=O)C)C=C1